5-[1-(2,6-dichloro-3-fluoro-phenyl)-ethoxy]-6'-(2-pyrrolidin-1-yl-ethoxy)-[3,3']bipyridinyl-6-ylamine ClC1=C(C(=CC=C1F)Cl)C(C)OC=1C=C(C=NC1N)C=1C=NC(=CC1)OCCN1CCCC1